(R)-6-(4-bromopyridin-2-yl)-6,6-dimethoxy-2-methylhexanoic acid BrC1=CC(=NC=C1)C(CCC[C@H](C(=O)O)C)(OC)OC